1,8-dimethyl-3-tetrahydrofuran-3-yl-5-[[(1R)-1-[3-(trifluoromethyl)phenyl]ethyl]amino]imidazo[4,5-g]phthalazin-2-one CN1C(N(C=2C1=CC=1C(=NN=C(C1C2)N[C@H](C)C2=CC(=CC=C2)C(F)(F)F)C)C2COCC2)=O